tert-butyl (2S,5S)-2-[(6-chloropyrazolo[3,4-d]pyrimidin-1-yl)methyl]-5-methyl-pyrrolidine-1-carboxylate ClC1=NC=C2C(=N1)N(N=C2)C[C@H]2N([C@H](CC2)C)C(=O)OC(C)(C)C